FC=1C(=NC(=NC1C=1SC=CC1)C1=CNC2=NC(=CN=C21)C)N[C@@H]2[C@H](C1CCC2CC1)C(=O)OCC (2S,3S)-ethyl 3-((5-fluoro-2-(3-methyl-5H-pyrrolo[2,3-b]pyrazin-7-yl)-6-(thiophen-2-yl)pyrimidin-4-yl)amino)bicyclo[2.2.2]octane-2-carboxylate